lignoceryl tetracontanoate C(CCCCCCCCCCCCCCCCCCCCCCCCCCCCCCCCCCCCCCC)(=O)OCCCCCCCCCCCCCCCCCCCCCCCC